N-[2-(2-aminoethoxy)ethyl]-4-[[3-[1-(cyanomethyl)-3-(trifluoromethyl)pyrazol-4-yl]imidazo[1,2-a]pyrazin-8-yl]amino]-2-ethylbenzamide formate C(=O)O.NCCOCCNC(C1=C(C=C(C=C1)NC=1C=2N(C=CN1)C(=CN2)C=2C(=NN(C2)CC#N)C(F)(F)F)CC)=O